C[C@H](CC)N1CCC(CC1)N1CCN(CCC1)C1=CC=CC(=N1)C#N 6-(4-{1-[(2R)-Butan-2-yl]piperidin-4-yl}-1,4-diazepan-1-yl)pyridine-2-carbonitrile